1,6-DIHYDRO-6-OXO-3-PYRIDAZINECARBOXALDEHYDE O=C1C=CC(=NN1)C=O